2,6-dinormal propylpyridine C(CC)C1=NC(=CC=C1)CCC